C1=CC=CC=2C3=CC=CC=C3N(C12)C=1C=C(C=CC1)C1=CC(=CC=C1)N1C2=CC=CC=C2C=2C=CC=CC12 3,3'-bis(9H-carbazol-9-yl)-1,1'-Biphenyl